3-[(3-fluoro-2-methoxyphenyl)amino]-2-(3-[imidazo[2,1-b][1,3]thiazol-3-ylmethoxy]pyridin-4-yl)-1H,5H,6H,7H-pyrrolo[3,2-c]pyridin-4-one FC=1C(=C(C=CC1)NC1=C(NC2=C1C(NCC2)=O)C2=C(C=NC=C2)OCC=2N1C(SC2)=NC=C1)OC